6-(2-fluoro-4-hydroxy-3-vinylphenyl)-5-methyl-4,5-dihydro-2H-pyridazin-3-one FC1=C(C=CC(=C1C=C)O)C=1C(CC(NN1)=O)C